N1N=NN=C1C1=CC=C(C=C1)NC(=O)C=1C(=C(C(=O)O)C=C(C1)O)O 3-(4-(1H-tetrazol-5-yl)phenylaminocarbonyl)-2,5-dihydroxybenzoic acid